C(C)(C)(C)OC(C1=C(N=C(C=C1)Cl)CC[C@@H]1[C@@H](C1)CO)=O 6-chloro-2-(2-((1S,2R)-2-(hydroxymethyl)cyclopropyl)ethyl)nicotinic acid tert-butyl ester